N1=CN=C(C2=C1NC=C2)NC=2C=NN(C2)C2(CN(C2)S(=O)(=O)C2=CC1=CC=CC=C1C=C2)CC#N 2-(3-(4-((7H-pyrrolo[2,3-d]pyrimidin-4-yl)amino)-1H-pyrazol-1-yl)-1-(naphthalen-2-ylsulfonyl)azetidin-3-yl)acetonitrile